(S)-1-(4-fluorophenyl)-N-((R)-1,4-oxazepan-6-yl)-3,4-dihydroisoquinoline-2(1H)-carboxamide FC1=CC=C(C=C1)[C@@H]1N(CCC2=CC=CC=C12)C(=O)N[C@@H]1CNCCOC1